[Li+].[OH-].[K+].[OH-] potassium hydroxide lithium